5-(1-phenylcyclopropyl)isoxazole-3-carboxylic acid C1(=CC=CC=C1)C1(CC1)C1=CC(=NO1)C(=O)O